C(CCCCCCCCCCCCCCCCCCC)(=O)OC(CO)CO 2-eicosanoyl-sn-glycerol